(aminoethylaminomethyl)phenethyltrimethoxyphosphane NCCNCC(OP(OC)OC)CCC1=CC=CC=C1